1-(tert-butoxycarbonyl)-4-fluoropiperidine-4-carboxylic acid C(C)(C)(C)OC(=O)N1CCC(CC1)(C(=O)O)F